BrC=1C=NC(=NC1)[C@@H]1[C@H](C1)C=1C=2N(N=C(C1)C=1C(NC(NC1)=O)=O)C=CN2 5-(8-((1S,2S)-2-(5-bromopyrimidin-2-yl)cyclopropyl)imidazo[1,2-b]pyridazin-6-yl)pyrimidine-2,4(1H,3H)-dione